ClC1=NC(=NC(=C1)OCC(C)(C)C)C 4-chloro-2-methyl-6-(neopentyloxy)pyrimidine